tert-Butyl 4-(4-(Difluoro(2-oxo-1,2-dihydrobenzo[cd]indol-6-yl)methyl)-1H-pyrazol-1-yl)piperidine-1-carboxylate FC(C=1C=NN(C1)C1CCN(CC1)C(=O)OC(C)(C)C)(C=1C=2C3=C(C(NC3=CC1)=O)C=CC2)F